2-Chloro-5-iodopyrimidine ClC1=NC=C(C=N1)I